Cl.Cl.N[C@@H](CO)CC1=C(C2=NC(=CC(=C2S1)NCC=1OC=CC1)Cl)C (2R)-2-amino-3-(5-chloro-7-{[(furan-2-yl)methyl]amino}-3-methylthieno[3,2-b]pyridin-2-yl)propan-1-ol dihydrochloride